C1C(CC2=CC=CC=C12)NC=1C(=CC=CC1)N N1-(2,3-dihydro-1H-inden-2-yl)benzene-1,2-diamine